FC(C(=O)O)(F)F.N1=CC(=CC=C1)S(=O)(=O)N pyridine-3-sulfonamide trifluoroacetate salt